2-fluoro-4-((7-methoxy-2-((methylsulfonyl)methyl)-1H-imidazo[4,5-c][1,8]naphthyridin-1-yl)methyl)benzenesulfonamide FC1=C(C=CC(=C1)CN1C(=NC=2C=NC=3N=C(C=CC3C21)OC)CS(=O)(=O)C)S(=O)(=O)N